N1=C(C=C2N1C=CC=C2)C(N)=S pyrazolo[1,5-a]pyridine-2-thiocarboxamide